(1r,3s,5s)-N-((1r,4r)-4-hydroxy-4-(trifluoromethyl)cyclohexyl)-8-(5-(6-methylpyrimidin-4-yl)-1H-pyrazole-3-carbonyl)-8-azabicyclo[3.2.1]octane-3-carboxamide OC1(CCC(CC1)NC(=O)C1C[C@H]2CC[C@@H](C1)N2C(=O)C2=NNC(=C2)C2=NC=NC(=C2)C)C(F)(F)F